C1(=CC=CC=C1)NC(=O)NN phenylcarbamoylhydrazine